(2R,3R,4R,5S)-6-(4'-(4,4,5,5-tetramethyl-1,3,2-dioxaborolan-2-yl)-[1,1'-biphenyl]-4-ylsulfonamido)hexane-1,2,3,4,5-pentayl pentaacetate C(C)(=O)OC[C@H]([C@H]([C@@H]([C@H](CNS(=O)(=O)C1=CC=C(C=C1)C1=CC=C(C=C1)B1OC(C(O1)(C)C)(C)C)OC(C)=O)OC(C)=O)OC(C)=O)OC(C)=O